C(C)OCCC=1C2=C(N=C(N1)NC)C(N(C2)C(C)C)=O (2-ethoxyethyl)(methyl)amino-6-(propan-2-yl)-5,6-dihydro-7H-pyrrolo[3,4-d]pyrimidin-7-one